[Si](C)(C)(C(C)(C)C)OC1CCN(CC1)C1=C(N[C@H](C)C=2C=C(C=C3C(N(C(=NC23)N2CCOCC2)C)=O)C)C=CC(=C1F)F 8-[(1R)-1-[2-[4-[tert-butyl(dimethyl)silyl]oxy-1-piperidyl]-3,4-difluoro-anilino]ethyl]-3,6-dimethyl-2-morpholino-quinazolin-4-one